CC(CC1=CC=CC=C1)(C)OC(C(C=O)C1=NC2=CC(=CC=C2C=C1SCC)Br)=O (7-bromo-3-ethylsulfanyl-quinolin-2-yl)-3-oxo-propionic acid 1,1-dimethyl-2-phenylethyl ester